5-(1-(4-(((tert-butyldimethylsilyl)oxy)methyl)benzyl)piperidin-4-yl)pyridin-2-amine [Si](C)(C)(C(C)(C)C)OCC1=CC=C(CN2CCC(CC2)C=2C=CC(=NC2)N)C=C1